N-(quinolin-3-ylmethyl)decanamide N1=CC(=CC2=CC=CC=C12)CNC(CCCCCCCCC)=O